BrC1=CNC2=C1N=C(N=C2OCC=2N=NC=CC2)N2CCOCC2 4-(7-bromo-4-(pyridazin-3-ylmethoxy)-5H-pyrrolo[3,2-d]pyrimidin-2-yl)morpholine